N-(2,6-dimethyl-4-(7-(methylsulfonyl)-1,3,4,5-tetrahydro-2H-benzo[c]azepin-2-yl)phenyl)-3,3-dimethylbutanamide CC1=C(C(=CC(=C1)N1CC2=C(CCC1)C=C(C=C2)S(=O)(=O)C)C)NC(CC(C)(C)C)=O